7-fluorochroman-4-yl (R)-2-phenylpropanoate C1(=CC=CC=C1)[C@H](C(=O)OC1CCOC2=CC(=CC=C12)F)C